(S)-quinuclidin-3-yl (7-(4-(tert-butyl)phenyl)-6-fluoro-3,3-dimethylchroman-4-yl)carbamate C(C)(C)(C)C1=CC=C(C=C1)C1=C(C=C2C(C(COC2=C1)(C)C)NC(O[C@@H]1CN2CCC1CC2)=O)F